FC1=CC=C(CNC2CC3CCCCN3CC2)C=C1 (4-fluoro-benzyl)-(octahydro-quinolizin-2-yl)-amine